ICCCCCCP(OCC)(OCC)=O Diethyl (6-iodohexyl)phosphonate